C1(=CC=CC=C1)C=CC1=C(C=CC=C1)/C(/C(=O)OC)=C\OC methyl (E)-2-[2-(2-phenylethen-1-yl)-phenyl]-3-methoxyacrylate